(R)-N-(5-chloro-6-(2H-1,2,3-triazol-2-yl)pyridin-3-yl)-N'-(4-(1-methoxyethyl)-6-methyl-1,5-naphthyridin-3-yl)urea ClC=1C=C(C=NC1N1N=CC=N1)NC(=O)NC=1C=NC2=CC=C(N=C2C1[C@@H](C)OC)C